2-(3-(4-((1H-pyrazol-3-yl)-amino)-6-methyl-5-((3-methyloxetan-3-yl)methoxy)quinazolin-2-yl)phenoxy)-N-(tert-butyl)acetamide bistrifluoroacetic acid salt FC(C(=O)O)(F)F.FC(C(=O)O)(F)F.N1N=C(C=C1)NC1=NC(=NC2=CC=C(C(=C12)OCC1(COC1)C)C)C=1C=C(OCC(=O)NC(C)(C)C)C=CC1